Ethyl 4-{[1-(3-chlorobenzyl)-3-hydroxy-2-oxo-1,2-dihydropyridin-4-yl]methyl}piperazine-1-carboxylate ClC=1C=C(CN2C(C(=C(C=C2)CN2CCN(CC2)C(=O)OCC)O)=O)C=CC1